N[C@@H](C(=O)O)CCCP(=O)=O D-(-)-2-amino-5-phosphovaleric acid